FC=1C=CC(=NC1)C1=NN=C(S1)N 5-(5-fluoropyridin-2-yl)-1,3,4-thiadiazol-2-amine